1-[4-chloro-2-[6-(6-methylpyridazin-3-yl)oxypyrazolo[1,5-a]pyridin-3-yl]-1,3-thiazol-5-yl]ethanone ClC=1N=C(SC1C(C)=O)C=1C=NN2C1C=CC(=C2)OC=2N=NC(=CC2)C